2-(4-Bromophenyl)-3-(2,5-diazabicyclo[2.2.2]oct-2-ylmethyl)imidazo[1,2-a]pyridin-Dihydrochlorid Cl.Cl.BrC1=CC=C(C=C1)C=1N=C2N(C=CC=C2)C1CN1C2CNC(C1)CC2